C1(CCC1)N1C(=NC2=C1C=C(C=C2)CO)NC([C@H](C(C)C)C)=O (S)-N-(1-cyclobutyl-6-(hydroxymethyl)-1H-benzo[d]imidazol-2-yl)-2,3-dimethylbutanamide